Cl.FC=1C(=NC(=NC1)NC1=NC=C(C=C1)N1CCNCC1)C=1C=C2C=CC=NC2=C(C1)F 5-Fluoro-4-(8-fluoroquinolin-6-yl)-N-(5-(piperazin-1-yl)pyridin-2-yl)pyrimidin-2-amine hydrochloride